3-Methylheptane CC(CC)CCCC